(9H-fluoren-9-yl)methyl 3-(((tert-butoxycarbonyl)amino)methyl)-4-(2-chloro-3-fluorobenzoyl)pyrrolidine-1-carboxylate C(C)(C)(C)OC(=O)NCC1CN(CC1C(C1=C(C(=CC=C1)F)Cl)=O)C(=O)OCC1C2=CC=CC=C2C=2C=CC=CC12